(4E,6E)-7-(4-Methoxyphenyl)-3-methyl-1-phenylhepta-4,6-dien-1-one COC1=CC=C(C=C1)/C=C/C=C/C(CC(=O)C1=CC=CC=C1)C